N-(3-((3-((4-chloro-3-(trifluoromethyl)phenyl)sulfonamido)-5-methylpyridin-2-yl)methyl)phenyl)acrylamide ClC1=C(C=C(C=C1)S(=O)(=O)NC=1C(=NC=C(C1)C)CC=1C=C(C=CC1)NC(C=C)=O)C(F)(F)F